ClC1=CC(=C2C(=NC(N(C2=C1)C1=CC=CC=C1)=O)NC)N1N=CC=C1 7-chloro-4-(methylamino)-1-phenyl-5-(1H-pyrazol-1-yl)quinazolin-2(1H)-one